methoxyalaninylphosphoramidate CON[C@@H](C)C(=O)OP([O-])(=O)N